(R)-1-((R)-1-(2-hydroxyethyl)pyrrolidin-3-yl)-3-(isoquinolin-4-yl)-2-oxoimidazolidine-4-carbonitrile OCCN1C[C@@H](CC1)N1C(N([C@H](C1)C#N)C1=CN=CC2=CC=CC=C12)=O